(S)-ethyl(methyl)(2-{4-[(1R,5S)-6-oxa-3-azabicyclo[3.1.1]heptan-3-yloxy]-1H-indol-3-yl}ethyl)-azanium C(C)[NH+](CCC1=CNC2=CC=CC(=C12)ON1C[C@@H]2O[C@H](C1)C2)C